4-(3-bromo-5-(2-methylprop-1-en-1-yl)-1H-pyrazol-1-yl)-2-ethoxypyridine BrC1=NN(C(=C1)C=C(C)C)C1=CC(=NC=C1)OCC